(S)-4-amino-N-(2,2-difluoro-1-(2-fluoro-4-(trifluoromethyl)phenyl)ethyl)-7-fluoro-N-methylimidazo[1,5-a]quinoxaline-8-carboxamide NC=1C=2N(C3=CC(=C(C=C3N1)F)C(=O)N(C)[C@H](C(F)F)C1=C(C=C(C=C1)C(F)(F)F)F)C=NC2